CC1=CC=C(C=C1)S(=O)(=O)OC#CCC butynyl p-toluenesulfonate